FC1=CC=C(C=C1)C=1C(C(=CN(C1)C1COC1)C(=O)O)=O 5-(4-fluorophenyl)-1-(oxetan-3-yl)-4-oxo-1,4-dihydropyridine-3-carboxylic acid